COS(=O)(=O)C Dimethyl-sulphonic acid